ClC1=C(C=CC=C1)C=1N(C2=NC(=NC(=C2N1)N1CCC(CC1)(C(=O)N)C)S(=O)C)C1=CC=C(C=C1)Cl 1-[8-(2-chlorophenyl)-9-(4-chlorophenyl)-2-methylsulfinyl-purin-6-yl]-4-methyl-piperidine-4-carboxamide